(S)-3-((7-(((3-azabicyclo[3.2.1]oct-8-yl)methyl)amino)-3-isopropylpyrazolo[1,5-a]pyrimidin-5-yl)oxy)piperidine-1-carboxylic acid benzyl ester C(C1=CC=CC=C1)OC(=O)N1C[C@H](CCC1)OC1=NC=2N(C(=C1)NCC1C3CNCC1CC3)N=CC2C(C)C